NCC=1NC2=CC(=C(C=C2C1)F)NCC=1N=CSC1 2-(aminomethyl)-5-fluoro-N-(thiazol-4-ylmethyl)-1H-indol-6-amine